ClC1=CC2=C(N=C(O2)COC2=C(C=C(C=O)C=C2)OC)C=C1 4-((6-chlorobenzo[d]oxazol-2-yl)methoxy)-3-methoxybenzaldehyde